C(C)(C)(C)OC(N[C@H](C(=O)NN(C(C(F)Cl)=O)CCC(=O)N)CC12CC(C1)C2)=O tert-butyl((2S)-1-(2-(3-amino-3-oxopropyl)-2-(2-chloro-2-fluoroacetyl)hydrazineyl)-3-(bicyclo[1.1.1]pentan-1-yl)-1-oxopropan-2-yl)carbamate